ammonium nonanol C(CCCCCCCC)O.[NH4+]